triethyldiphenylammonium zinc dithiophosphate P(=S)([S-])([O-])[O-].[Zn+2].C(C)C1=C(C(=C(C=C1)[NH2+]C1=CC=CC=C1)CC)CC